perfluorohexen-1-ol FC(=C(C(C(C(C(F)(F)F)(F)F)(F)F)(F)F)F)O